(3S)-N-benzyl-2-hydroxy-3-[[(1R,2S,5S)-3-(1H-indole-2-carbonyl)-6,6-dimethyl-3-azabicyclo[3.1.0]hexan-2-yl]formamido]-4-[(3S)-2-oxopyrrolidin-3-yl]butanamide C(C1=CC=CC=C1)NC(C([C@H](C[C@H]1C(NCC1)=O)NC(=O)[C@@H]1[C@H]2C([C@H]2CN1C(=O)C=1NC2=CC=CC=C2C1)(C)C)O)=O